OC1=CC=C(C(=O)C2=CC=C(C=C2)OC2=CC=CC=C2)C=C1 4-hydroxy-4'-phenoxybenzophenone